2-ethylhexyl-2-tributylstannyldithienopyrrole C(C)C(CC1=C(SC=2C3=C(NC21)SC=C3)[Sn](CCCC)(CCCC)CCCC)CCCC